ClC=1C(=NC(=NC1)NC1(COC1)C)C1=CC=C2CN(C(C2=C1)=O)CC(=O)N[C@H](CO)C1=CC(=CC=C1)C 2-(6-{5-chloro-2-[(3-methyloxetan-3-yl)amino]pyrimidin-4-yl}-1-oxo-2,3-dihydro-1H-isoindol-2-yl)-N-[(1S)-2-hydroxy-1-(3-methylphenyl)ethyl]acetamide